C(C)(=O)SCCCC(=O)NC1=C2N=CN(C2=NC(=N1)F)[C@H]1C[C@@H]([C@H](O1)C#C)O (2R,3S,5R)-5-(6-(4-(acetylthio)butanamido)-2-fluoro-9H-purin-9-yl)-2-ethynyl-3-hydroxytetrahydrofuran